ClC1=C(C(=O)N(COCCOC)C2CC2)C=C(C=N1)C=1C=NN(C1)C1=C(C=C(C=C1Cl)C(C(F)(F)F)(C(F)(F)F)F)Cl 2-chloro-N-cyclopropyl-5-(1-(2,6-dichloro-4-(perfluoropropan-2-yl)phenyl)-1H-pyrazol-4-yl)-N-((2-methoxyethoxy)methyl)nicotinamide